7-((4-(2,6-dimethylmorpholino)phenyl)amino)-4-(2-(methylamino)ethyl)-2H-benzo[b][1,4]oxazin-3(4H)-one CC1OC(CN(C1)C1=CC=C(C=C1)NC=1C=CC2=C(OCC(N2CCNC)=O)C1)C